2-((6-(2-chloro-3-(3-chloro-2-(4-((((1r,3s)-3-hydroxy-3-methylcyclobutyl)amino)methyl)-3-methoxyphenyl)pyridin-4-yl)phenyl)-2-methoxypyridin-3-yl)methyl)-2,6-diazaspiro[3.4]octan-7-one ClC1=C(C=CC=C1C1=C(C(=NC=C1)C1=CC(=C(C=C1)CNC1CC(C1)(C)O)OC)Cl)C1=CC=C(C(=N1)OC)CN1CC2(C1)CNC(C2)=O